Dimethylolmelamine C(NC1=NC(=NC(=N1)N)NCO)O